2-triazolylpyridine N1N=NC(=C1)C1=NC=CC=C1